N1N=NC=C1C(=O)OC methyl 1H-1,2,3-triazole-5-carboxylate